C(C1=CC=CC=C1)OC1=C(C=C2C(=C(C=NC2=C1)[N+](=O)[O-])O)OC 7-benzyloxy-6-methoxy-3-nitro-quinolin-4-ol